5-fluoro-1-(2-methoxyethyl)-1H-indole-2-carbaldehyde FC=1C=C2C=C(N(C2=CC1)CCOC)C=O